C1(=CC=CC2=CC=CC=C12)C(=O)C=C1OC2=C(N1C)C=CC=C2 2-(α-naphthoyl-methylene)-3-methylbenzoxazoline